ClC=1C=CC2=C(N(C=3N=C(C=CC3C2=O)OC)CC(=O)O)C1N(C)C 2-(8-chloro-9-(dimethylamino)-2-methoxy-5-oxobenzo[b][1,8]naphthyridin-10(5H)-yl)acetic acid